[5-(2-{[6-(2,2-difluoro-2-phenylethoxy)hexyl]Amino}-1-hydroxy-ethyl)-2-hydroxyphenyl]Formamide FC(COCCCCCCNCC(O)C=1C=CC(=C(C1)NC=O)O)(C1=CC=CC=C1)F